C(CCCCCCCC)C1=C(C(=CC=C1)CCCCCCCCC)O 2,6-di-nonylphenol